N-(5-((6-((R)-3-(3-chloro-2-methylphenyl)isoxazolidine-2-yl)pyrimidine-4-yl)amino)-2-(4-(4-cyclopropylpiperazine-1-yl)piperidine-1-yl)-4-methoxyphenyl)acrylamide ClC=1C(=C(C=CC1)[C@@H]1N(OCC1)C1=CC(=NC=N1)NC=1C(=CC(=C(C1)NC(C=C)=O)N1CCC(CC1)N1CCN(CC1)C1CC1)OC)C